(S)-(5-(2-Amino-3-((2,6-dichloropyridin-4-yl)methoxy)-3-oxopropyl)pyridin-2-yl)glycine dihydrochloride Cl.Cl.N[C@@H](CC=1C=CC(=NC1)NCC(=O)O)C(=O)OCC1=CC(=NC(=C1)Cl)Cl